N-(2-chloro-3-(1-hydroxy-2,3-dihydro-1H-inden-4-yl)phenyl)-5-(2-hydroxypropyl)-1-methyl-4,5,6,7-tetrahydro-1H-imidazo[4,5-c]pyridine-2-formamide ClC1=C(C=CC=C1C1=C2CCC(C2=CC=C1)O)NC(=O)C=1N(C2=C(CN(CC2)CC(C)O)N1)C